C(#N)C[C@@H](C1=CC=C(C=C1)S(=O)(=O)CC)C1=C(C(=O)N)C=CC(=C1)N1[C@@H](C[C@@H](C1)OC)COC(F)F ((S)-2-cyano-1-(4-(ethylsulfonyl)phenyl)ethyl)-4-((2S,4S)-2-((difluoromethoxy)methyl)-4-methoxypyrrolidin-1-yl)benzamide